The molecule is a tetrahydrofuryl ester, a sulfonamide and a carbamate ester. It has a role as a HIV protease inhibitor and an antiviral drug. CC(C)CN(C[C@H]([C@H](CC1=CC=CC=C1)NC(=O)O[C@H]2CCOC2)O)S(=O)(=O)C3=CC=C(C=C3)N